3,6-bis(4-(trifluoromethyl)phenyl)-2,5-dihydropyrrolo[3,4-c]Pyrrole-1,4-dione FC(C1=CC=C(C=C1)C=1NC(C2=C(NC(C21)=O)C2=CC=C(C=C2)C(F)(F)F)=O)(F)F